6-(2-cyclopropylacetamido)-4-{[3-methoxy-4-(1-methyl-1H-1,2,4-triazol-3-yl)pyridin-2-yl]amino}-N-(2H3)methylpyridazine-3-carboxamide C1(CC1)CC(=O)NC1=CC(=C(N=N1)C(=O)NC([2H])([2H])[2H])NC1=NC=CC(=C1OC)C1=NN(C=N1)C